dodecyldi(aminoethyl)glycine C(CCCCCCCCCCC)C(N(CCN)CCN)C(=O)O